5-(2,4,5-trifluoro-3-hydroxyphenyl)thiazole-2-carboxylic acid FC1=C(C=C(C(=C1O)F)F)C1=CN=C(S1)C(=O)O